BrC=1C2=C(C=NC1)N=NN2C 7-bromo-1-methyl-triazolo[4,5-C]pyridine